N-(benzo[d]thiazol-2-yl)-5-methyl-1-(o-tolyl)-1H-1,2,3-triazole-4-carboxamide S1C(=NC2=C1C=CC=C2)NC(=O)C=2N=NN(C2C)C2=C(C=CC=C2)C